tert-butyl (3aR,5s,6aS)-5-(methyl((tetrahydro-2H-pyran-4-yl)methyl)amino)hexahydrocyclopenta[c]pyrrole-2(1H)-carboxylate CN(C1C[C@@H]2[C@@H](CN(C2)C(=O)OC(C)(C)C)C1)CC1CCOCC1